4-((1-(hydroxymethyl)cyclopropyl)methyl)-1-(cyclopropylimino)-1λ6-thiomorpholine-1-oxide OCC1(CC1)CN1CCS(CC1)(=NC1CC1)=O